3,4,5-Trichlorophenol ClC=1C=C(C=C(C1Cl)Cl)O